tert-butyl 2,3-dibromo-6,7-dihydrothieno[3,2-c]pyridine-5(4H)-carboxylate BrC1=C(C=2CN(CCC2S1)C(=O)OC(C)(C)C)Br